C(C)(=O)NC1=NC=C(C(=C1)NC(OC(C)(C)C)=O)OCCCOC tert-butyl (2-acetamido-5-(3-methoxypropoxy)pyridin-4-yl)carbamate